7-chloro-4-(1H-imidazol-1-yl)quinolin-2(1H)-one ClC1=CC=C2C(=CC(NC2=C1)=O)N1C=NC=C1